(S)-2-amino-3-(3-(4-((3-fluoro-5-(1H-pyrazol-5-yl)pyridin-2-yl)oxy)phenyl)-1H-pyrazol-1-yl)propan N[C@@H](C)CN1N=C(C=C1)C1=CC=C(C=C1)OC1=NC=C(C=C1F)C1=CC=NN1